C(C)(=O)N1[C@H](CCC2=CC(=CC=C12)C=1C=C(C=CC1)NC(CC=1N=C2N(C=C(N=C2N2CCOCC2)C=2C=NC(=NC2)N)C1)=O)C (S)-N-(3-(1-Acetyl-2-methyl-1,2,3,4-tetrahydroquinolin-6-yl)phenyl)-2-(6-(2-aminopyrimidin-5-yl)-8-morpholinoimidazo[1,2-a]pyrazin-2-yl)acetamide